7-[(4,4,5,5-tetramethyl-1,3,2-dioxaborolan-2-yl)methylene]-2-azaspiro[3.5]nonane-2-carboxylic acid tert-butyl ester C(C)(C)(C)OC(=O)N1CC2(C1)CCC(CC2)=CB2OC(C(O2)(C)C)(C)C